N-(5-Chloro-6-(tetrahydrofuran-2-yl)pyridin-3-yl)-1-(7-cyanopyrazolo[1,5-a]pyridin-4-yl)-5-(trifluoromethyl)-1H-pyrazol-4-carboxamid ClC=1C=C(C=NC1C1OCCC1)NC(=O)C=1C=NN(C1C(F)(F)F)C=1C=2N(C(=CC1)C#N)N=CC2